CNCC(CCC)C methyl(2-methylpentyl)amine